(S)-2-amino-3-(3-benzothiophenyl)propionamide magnesium carbonate C([O-])([O-])=O.[Mg+2].N[C@H](C(=O)N)CC1=CSC2=C1C=CC=C2